S-tertiary butyl-sulfimide C(C)(C)(C)S=N